The molecule is a tripeptide compound consisting of glutamic acid attached via its side chain to the N-terminus of cysteinylglycine. It has a role as a skin lightening agent, a human metabolite, an Escherichia coli metabolite, a mouse metabolite, an antioxidant and a cofactor. It is a tripeptide, a thiol and a L-cysteine derivative. It is a conjugate acid of a glutathionate(1-). C(CC(=O)N[C@@H](CS)C(=O)NCC(=O)O)[C@@H](C(=O)O)N